CC(C[C@H](CO)NC1CC(C1)(OC(F)(F)F)C)(C)C (2R)-4,4-Dimethyl-2-[[3-methyl-3-(trifluoromethoxy)cyclobutyl]amino]pentan-1-ol